C(C)(C)(C)OC(=O)N1CCC(CC1)C1=CC=C(C=C1)OC(C)C 4-{4-[(Propan-2-yl)oxy]phenyl}piperidine-1-carboxylic acid tert-butyl ester